2-(pyrrolidin-1-yl)ethanethiol N1(CCCC1)CCS